N,N-Dimethyl-4-[4-(2,2,2-Trifluoroacetylamino)phenyl]butanamide CN(C(CCCC1=CC=C(C=C1)NC(C(F)(F)F)=O)=O)C